C(CCCCCCC)N.[Cu] Copper octylamine